R-3-methylsulfonyloxy-2-((benzyl)amino)propionic acid amide CS(=O)(=O)OC[C@H](C(=O)N)NCC1=CC=CC=C1